6-(2-{5-[(7R)-7-amino-2-azabicyclo[2.2.1]heptane-2-carbonyl]-7-methoxy-1-methyl-1H-1,3-benzodiazol-2-yl}-1-(cyclopropylmethyl)-1H-indol-6-yl)-1,2,3,4-tetrahydroquinazolin-2-one N[C@H]1C2N(CC1CC2)C(=O)C2=CC1=C(N(C(=N1)C=1N(C3=CC(=CC=C3C1)C=1C=C3CNC(NC3=CC1)=O)CC1CC1)C)C(=C2)OC